N2-(4-morpholinophenyl)-N4-(pyrrolidin-3-ylmethyl)-5-(trifluoromethyl)pyrimidine-2,4-diamine O1CCN(CC1)C1=CC=C(C=C1)NC1=NC=C(C(=N1)NCC1CNCC1)C(F)(F)F